2-bromo-N-(5-((5-fluoropyridin-3-yl)oxy)pyridin-2-yl)propanamide BrC(C(=O)NC1=NC=C(C=C1)OC=1C=NC=C(C1)F)C